4-bromo-3-methoxy-N-methyl-N'-methylenebenzoyl-hydrazine BrC1=C(C=C(C(=O)N(N=C)C)C=C1)OC